C(CCCCCCCCCCCCCCC)NC(CC)=O N-hexadecylpropanamide